4-(6-(chloromethyl)-2-(3-(m-tolyl)-1H-pyrazol-1-yl)thieno[3,2-d]pyrimidin-4-yl)-1,4-oxazepane ClCC1=CC=2N=C(N=C(C2S1)N1CCOCCC1)N1N=C(C=C1)C=1C=C(C=CC1)C